C(C1=CC=CC=C1)O[C@H]1C[C@@H](O[C@]1(CF)COCC1=CC=CC=C1)N1C2=NC(=NC(=C2N=C1)O)NC(C(C)C)=O N-(9-((2R,4S,5R)-4-(benzyloxy)-5-((benzyloxy)methyl)-5-(fluoromethyl)tetrahydrofuran-2-yl)-6-hydroxy-9H-purin-2-yl)isobutyramide